(2S,3R,5R)-benzhydryl 3-((E)-(2-(2-(2-chloro-3,4-dihydroxybenzamido)acetyl)hydrazono)methyl)-3-methyl-7-oxo-4-thia-1-azabicyclo[3.2.0]heptane-2-carboxylate 4,4-dioxide ClC1=C(C(=O)NCC(=O)N\N=C\[C@]2([C@@H](N3C(C[C@H]3S2(=O)=O)=O)C(=O)OC(C2=CC=CC=C2)C2=CC=CC=C2)C)C=CC(=C1O)O